2,5-diaminofluorobenzene NC1=C(C=C(C=C1)N)F